N-[2-(7-aminoheptyl)-1-benzyl-1H-1,3-benzodiazol-5-yl]-2,4,6-trimethylbenzene-1-sulfonamide NCCCCCCCC1=NC2=C(N1CC1=CC=CC=C1)C=CC(=C2)NS(=O)(=O)C2=C(C=C(C=C2C)C)C